COC(COC1=CC=C(C=C1)N(CCC(=O)O)CCC(=O)O)=O 3,3'-((4-(2-methoxy-2-oxoethoxy)phenyl)azanediyl)dipropionic Acid